tert-butyl (R)-(1-(4-(6-(1-methyl-1H-pyrazol-4-yl)pyrazolo[1,5-a]pyridin-3-yl)piperazin-1-yl)-1-oxo-3-phenylpropan-2-yl)carbamate CN1N=CC(=C1)C=1C=CC=2N(C1)N=CC2N2CCN(CC2)C([C@@H](CC2=CC=CC=C2)NC(OC(C)(C)C)=O)=O